1-[6-(2,5-dioxopyrrolidin-1-yloxy)-6-oxohexyl]-3,3-dimethyl-1,3-dihydro-2H-indol O=C1N(C(CC1)=O)OC(CCCCCN1CC(C2=CC=CC=C12)(C)C)=O